N'-dihydroxymethyl-urea OC(NC(N)=O)O